OC1=CC=C(C=C1)C1=CC2=C(N=CN=C2N[C@@H](C)O)N1 (R)-6-(4-hydroxyphenyl)-4-[(1-hydroxyethyl)amino]-7H-pyrrolo[2,3-d]pyrimidine